C(C)NCC(=O)[O-] ETHYLAMINOACETATE